NC(C([C@H](C[C@H]1C(NCC1)=O)NC([C@H](CCCC)NC(O)=O)=O)O)=O ((2S)-1-(((2S)-4-amino-3-hydroxy-4-oxo-1-((S)-2-oxopyrrolidin-3-yl)butan-2-yl)amino)-1-oxohexan-2-yl)carbamic acid